BrC=1C(=C(OC(C(=O)O)(CC)F)C(=CC1)C(F)(F)F)F (3-bromo-2-fluoro-6-(trifluoromethyl)phenoxy)-2-fluorobutanoic acid